C(CCCCCC(=O)OCC(CCCC)CC)(=O)OCC(CCCC)CC bis(2-ethylhexyl) pimelate